FC(C(CCN)OC)(F)F 4,4,4-trifluoro-3-methoxybutan-1-amine